FC1=C(C(=CC=C1)OC)N1N=C(C=2C1=CN=CC2)N2CCN(CC2)C2=CC=NC=C2 (2-fluoro-6-methoxyphenyl)-3-(4-(pyridin-4-yl)piperazin-1-yl)-1H-pyrazolo[3,4-c]pyridine